[Cr](=S)(=O)([O-])[O-].[Pb+2] lead thiochromate